C(C)N1C(NC2=C(C(=CC=3C2=C1N=CN3)C(N3CCN(CC3)C=3C=CC(=NC3C)C(=O)NC)([2H])[2H])F)=O 5-(4-((3-Ethyl-9-fluoro-2-oxo-2,3-dihydro-1H-pyrimido[4,5,6-de]quinazolin-8-yl)methyl-d2)piperazin-1-yl)-N,6-dimethylpicolinamide